(3-(4-methyl-5-oxo-4,6-diazaspiro[2.4]heptan-6-yl)piperidin-1-yl)-3-((4-(piperidin-4-yl)phenyl)amino)pyrazine-2-carboxamide Dimethyl-P-(1-diazo-2-oxopropyl)phosphonate COP(OC)(=O)C(C(C)=O)=[N+]=[N-].CN1C2(CC2)CN(C1=O)C1CN(CCC1)C=1N=C(C(=NC1)C(=O)N)NC1=CC=C(C=C1)C1CCNCC1